N-[1-(hydroxymethyl)cyclopropyl]-2-methyl-5-[(pyridin-2-yl)methoxy]-2H-indazole-3-carboxamide OCC1(CC1)NC(=O)C=1N(N=C2C=CC(=CC12)OCC1=NC=CC=C1)C